ClC1=CC=C(C=2CCC12)C(CC1=CC=CC=C1)=O 1-(5-chlorobicyclo[4.2.0]octan-1(6),2,4-trien-2-yl)-2-phenylethan-1-one